C(C1=CC=CC=C1)OC1=CC(=C2C=C(NC2=C1)C(=O)O)OC 6-(benzyloxy)-4-methoxy-1H-indole-2-carboxylic acid